C(C1=CC=CC=C1)ON1[C@@H]2CC[C@H](N(C1=O)C2)C(=O)OCC (2S,5R)-ethyl 6-(benzyloxy)-7-oxo-1,6-diazabicyclo[3.2.1]octane-2-carboxylate